(S)-tert-Butyl (2-Oxopyrrolidin-3-yl)carbamate O=C1NCC[C@@H]1NC(OC(C)(C)C)=O